O\N=C\C(\C(=O)OCC)=N/NC1=CC=C(C=C1)OC ethyl (2E,3E)-3-(hydroxyimino)-2-[(4-methoxyphenyl)hydrazono]propanoate